C(C=C)(=O)OCC(COC(C(=C)C)=O)O.COCCN1N=CC(=C1)C=O (1-(2-methoxyethyl)-1H-pyrazol-4-yl)methanone 3-(acryloxy)-2-hydroxypropyl-methacrylate